Imidazo[1,2-a]Pyridin-7-amine N=1C=CN2C1C=C(C=C2)N